N-{2H,4H,5H,6H-pyrrolo[3,4-c]pyrazol-5-yl}(tert-butoxy)formamide N=1NC=C2C1CN(C2)N(C=O)OC(C)(C)C